C(C)(C)(C)OCCCCCC[SiH2]C 6-(tert-butoxy)hexylmethyl-Silane